Dodecyl (S)-2-(((S)-(((2R,3S,5R)-5-(6-amino-2-fluoro-9H-purin-9-yl)-2-ethynyl-3-hydroxytetrahydrofuran-2-yl)methoxy)(phenoxy)phosphoryl)amino)-3-(3,5-difluorophenyl)propanoate NC1=C2N=CN(C2=NC(=N1)F)[C@H]1C[C@@H]([C@@](O1)(C#C)CO[P@](=O)(OC1=CC=CC=C1)N[C@H](C(=O)OCCCCCCCCCCCC)CC1=CC(=CC(=C1)F)F)O